C1(CC1)C1=NN(C(=C1)NC1=NNC2=CC(=CC=C12)[C@@H]1C[C@@]12C(NC1=CC=C(C=C21)OC)=O)C (1R,2S)-2-{3-[(3-cyclopropyl-1-methyl-1H-pyrazol-5-yl)amino]-1H-indazol-6-yl}-5'-methoxyspiro[cyclopropane-1,3'-indol]-2'(1'H)-one